methyl 5-(5-(2-(1-(2-amino-1H-benzo[d]imidazol-1-yl)-3-azabicyclo[3.2.1]octan-3-yl) ethoxy)-1-methyl-1H-pyrazol-4-yl)-1-methyl-6-oxo-1,6-dihydropyridine-3-carboxylate NC1=NC2=C(N1C13CN(CC(CC1)C3)CCOC3=C(C=NN3C)C3=CC(=CN(C3=O)C)C(=O)OC)C=CC=C2